3,5-dichloro-4-((6-chloro-5-isopropylpyridazin-3-yl)oxy)aniline tert-Butyl-((3-methyl-1-(6-(1-methyl-1H-pyrazol-4-yl)pyrazolo[1,5-a]pyrazin-4-yl)piperidin-4-yl)methyl)carbamate C(C)(C)(C)N(C(O)=O)CC1C(CN(CC1)C=1C=2N(C=C(N1)C=1C=NN(C1)C)N=CC2)C.ClC=2C=C(N)C=C(C2OC=2N=NC(=C(C2)C(C)C)Cl)Cl